6-(5-chloro-2-{[trans-3-hydroxycyclobutyl]amino}pyrimidin-4-yl)-2-[2-oxo-2-(1,2,3,4-tetrahydroisoquinolin-2-yl)ethyl]-2,3-dihydro-1H-isoindol-1-one ClC=1C(=NC(=NC1)N[C@@H]1C[C@H](C1)O)C1=CC=C2CN(C(C2=C1)=O)CC(N1CC2=CC=CC=C2CC1)=O